Cl.COC1=CC=C2C(=N1)C(C1(CCNCC1)C2)N 2-methoxy-5,7-dihydrospiro[cyclopenta[b]pyridine-6,4'-piperidin]-7-amine hydrochloride